5-benzyloxy-2-[4-(dimethoxymethyl)-1-piperidinyl]Pyridine C(C1=CC=CC=C1)OC=1C=CC(=NC1)N1CCC(CC1)C(OC)OC